C1(CC1)C=1C=CC=2N(C1)N=C(C2SCC)C(=O)OC methyl 6-cyclopropyl-3-ethylsulfanyl-pyrazolo[1,5-a]pyridine-2-carboxylate